3-(3-{4-[3-(β-D-glucopyranosyloxy)-5-isopropyl-1H-pyrazol-4-ylmethyl]-3-methylphenoxy}propylamino)-2,2-dimethylpropionamide [C@@H]1([C@H](O)[C@@H](O)[C@H](O)[C@H](O1)CO)OC1=NNC(=C1CC1=C(C=C(OCCCNCC(C(=O)N)(C)C)C=C1)C)C(C)C